(1R,2S)-1-(2-chloro-5-fluorophenyl)-1-(3-methyl-1H-pyrazol-1-yl)propan ClC1=C(C=C(C=C1)F)[C@@H](CC)N1N=C(C=C1)C